1,5,6-trimethoxy-9H-thioxanthen-9-one COC1=CC=CC=2SC3=C(C(=CC=C3C(C12)=O)OC)OC